3-chloro-6-((1-(4-(fluoromethyl)phenyl)-4-methyl-1H-1,2,3-triazol-5-yl)methoxy)pyridazine ClC=1N=NC(=CC1)OCC1=C(N=NN1C1=CC=C(C=C1)CF)C